quinolone bromide C1=CC=C2C(=C1)C=CC(=O)N2Br